N-[4-(5-chloro-1-methyl-6-oxopyridin-3-yl)-5-propyl-pyrimidin-2-yl]ethanesulfonamide ClC1=CC(=CN(C1=O)C)C1=NC(=NC=C1CCC)NS(=O)(=O)CC